methyl (2S)-2-amino-3-(2-oxo-1-piperidyl)propanoate N[C@H](C(=O)OC)CN1C(CCCC1)=O